4-(difluoromethoxy)-3-((7-(methoxy(methyl)amino)-7-oxoheptyl)oxy)benzoic acid FC(OC1=C(C=C(C(=O)O)C=C1)OCCCCCCC(=O)N(C)OC)F